(R,R and S,S)-6-(1-(4-((tert-butyldiphenylsilyl)oxy)tetrahydrofuran-3-yl)piperidin-4-yl)-5-chloro-1H-indazole [Si](C1=CC=CC=C1)(C1=CC=CC=C1)(C(C)(C)C)O[C@@H]1[C@@H](COC1)N1CCC(CC1)C1=C(C=C2C=NNC2=C1)Cl |&1:18|